N-(5-(2,3-Dihydrobenzo[b][1,4]dioxine-6-carboxamido)-2-fluorophenyl)-6-(piperazin-1-ylmethyl)thieno[2,3-b]pyridine-2-carboxamide O1C2=C(OCC1)C=C(C=C2)C(=O)NC=2C=CC(=C(C2)NC(=O)C2=CC=1C(=NC(=CC1)CN1CCNCC1)S2)F